2-amino-N-(2-azidoethyl)acetamide NCC(=O)NCCN=[N+]=[N-]